C(C)(C)(C)OC(=O)N1[C@H](CN(CC1)C1=NC(=NC=2C(C(CCC12)(C(=O)OCC=C)CC1=C(C=CC=C1)[N+](=O)[O-])O)Cl)CC#N allyl 4-((S)-4-(tert-butoxycarbonyl)-3-(cyanomethyl)piperazin-1-yl)-2-chloro-8-hydroxy-7-(2-nitrobenzyl)-5,6,7,8-tetrahydroquinazoline-7-carboxylate